COC=1C=C(C=C(C1)C=1C=NN(C1)C)[C@@H](C)NC(C1=C(C=CC(=C1)N1CC(C1)NC)C)=O N-[(1R)-1-[3-methoxy-5-(1-methylpyrazol-4-yl)phenyl]ethyl]-2-methyl-5-[3-(methylamino)azetidin-1-yl]benzamide